OC1CCC(CC1)C1=C(C(=O)N)C=C(C=N1)C1=CC=C(C=C1)C12CN(CC2C1)CC1COC1 (4-hydroxycyclohexyl)-5-(4-(3-(oxetan-3-ylmethyl)-3-azabicyclo[3.1.0]hex-1-yl)phenyl)nicotinamide